ClC=1C=C(C=CC1)C(C(OC(=O)N[C@H](C(=O)OC)CCCC)C1=CC(=CC=C1)F)(F)F Methyl (2S)-2-(((2-(3-chlorophenyl)-2,2-difluoro-1-(3-fluorophenyl)ethoxy)carbonyl) amino)hexanoate